1-(3,3-Dimethylcyclohexyl)-4-penten-1-one CC1(CC(CCC1)C(CCC=C)=O)C